3-(N-(5-chloro-2-(piperidin-1-yl)phenyl)sulfamoyl)-4-ethylbenzoic acid methyl ester COC(C1=CC(=C(C=C1)CC)S(NC1=C(C=CC(=C1)Cl)N1CCCCC1)(=O)=O)=O